COC(=O)C=1N(C=C(C1)C1=NC(=NC=C1Cl)NC1CCOCC1)CCNC(=O)OC(C)(C)C Methyl-1-(2-((tert-butoxycarbonyl)amino)ethyl)-4-(5-chloro-2-((tetrahydro-2H-pyran-4-yl)amino)pyrimidin-4-yl)-1H-pyrrole-2-carboxylate